CNCC(OCCC[Si](OC)(OC)OC)C 3-(N-methyl-2-amino-1-methyl-1-ethoxy)-propyl-trimethoxysilane